CC1(CCC(CC1)=CCC1O[13CH2]C2(CO1)COC(OC2)CC=C2CCC(CC2)(C)C)C 3,9-bis(2-(4,4-dimethylcyclohexylidene)ethyl)-2,4,8,10-tetraoxaspiro[5.5]undecane-13C